BrC1=CC2=C(C=3C=NSC31)NC(=C2S(=O)(=O)Cl)[Si](C)(C)C 5-bromo-2-trimethylsilyl-1H-pyrrolo[2,3-e][1,2]benzothiazole-3-sulfonyl chloride